bis-secondary butylaminodiphenyl-methane C(C)(CC)NC(C1=CC=CC=C1)(C1=CC=CC=C1)NC(C)CC